tert-butyl (trans)-4-{2-[N-(2-cyclopropyl-4-iodo-5-methylphenyl)but-2-ynamido]-7-oxo-5H-pyrrolo[3,4-b]pyridin-6-yl}cyclohexane-1-carboxylate C1(CC1)C1=C(C=C(C(=C1)I)C)N(C(C#CC)=O)C1=CC=C2C(=N1)C(N(C2)[C@@H]2CC[C@H](CC2)C(=O)OC(C)(C)C)=O